trans-(2S)-3-methyl-2-[methyl-[3-(3,3,3-trifluoroprop-1-ynyl)cyclobutanecarbonyl]amino]butanoic acid CC([C@@H](C(=O)O)N(C(=O)[C@@H]1C[C@H](C1)C#CC(F)(F)F)C)C